C(OC1=C(C=CC(=C1)N1C(=CC2=CC(=CC=C12)Br)C1=CC(=C(C=C1)OC)F)C#N)(OC(C)(C)C)=O 5-(5-bromo-2-(3-fluoro-4-methoxyphenyl)-1H-indol-1-yl)-2-cyanophenyl tert-butyl carbonate